(2s,3s)-3-(3-fluoro-4-methylphenyl)-2-(4-methoxyphenyl)-3-methyl-5-oxotetrahydrofuran-2-carbonitrile FC=1C=C(C=CC1C)[C@]1([C@](OC(C1)=O)(C#N)C1=CC=C(C=C1)OC)C